C(C)(C)(C)OC(NC=1C=NNC1)=O.BrC1=CC(=C(N)C=C1)C1=CC=NN1C1OCCCC1 4-bromo-2-(1-(tetrahydro-2H-pyran-2-yl)-1H-pyrazol-5-yl)aniline tert-butyl-N-(1H-pyrazol-4-yl)carbamate